C(C)(C)(C)C=1C=C(N(N1)C1=CC=C(C=C1)C)NC(=O)NC1=CC=C(C2=CC=CC=C12)OCCN1CCOCC1 1-[5-tert-butyl-2-(4-methylphenyl)pyrazol-3-yl]-3-[4-(2-morpholin-4-ylethoxy)naphthalen-1-yl]urea